NCCNCCC 1,4-Diazaheptane